NC1=NC(=CC(=C1)C(C)(C)O)C=1SC(=CN1)Cl 2-(2-Amino-6-(5-chlorothiazol-2-yl)pyridin-4-yl)propan-2-ol